N1C(=NC2=C1C=CC=C2)CCC2=CC(=CC1=NC3=CC=CC=C3C=C21)C=2SC=C(N2)C(=O)NC2CCC=1C2=NC=CC1 2-{1-[2-(1H-1,3-Benzodiazol-2-yl)ethyl]acridin-3-yl}-N-{5H,6H,7H-cyclopenta[b]pyridin-7-yl}-1,3-thiazole-4-carboxamide